O1CC(SCC1)CNC=1C=NN(C(C1Cl)=O)[C@H]1CC[C@H](CC1)N(C1=CC=C(C#N)C=C1)C1CC1 4-((cis-4-(4-(((1,4-oxathian-3-yl)methyl)amino)-5-chloro-6-oxopyridazin-1(6H)-yl)cyclohexyl)(cyclopropyl)amino)benzonitrile